3-methyl-6-(methylene)-tetrazine CN1N=NC(C=N1)=C